ClC1=NC=2N(C=C1)N=C(C2C2=CC(=NC(=C2)C)Cl)C=2C=C(C#N)C=CC2 3-[5-Chloro-3-(2-chloro-6-methyl-4-pyridyl)pyrazolo[1,5-a]pyrimidin-2-yl]benzonitrile